(3-chloro-7-hydroxyquinolin-4-yl)-(4-fluorophenyl)methanone Cyclopropylmethyl-(Z)-3-(7-bromobenzo[b]thiophen-3-yl)-2-(cyclopropanecarbonyl)acrylate 3-chloro-(ureidomethacrylate) ClC(=C(C(=O)O)C)NC(=O)N.C1(CC1)COC(\C(=C/C=1C2=C(SC1)C(=CC=C2)Br)\C(=O)C2CC2)=O.ClC=2C=NC1=CC(=CC=C1C2C(=O)C2=CC=C(C=C2)F)O